{6-[3-(5-methoxymethyl-isoxazol-3-yl)-[1,2,4]triazolo[3,4-a]phthalazin-6-yloxymethyl]-pyridin-3-yl}-(2-oxa-7-aza-spiro[3.5]non-7-yl)-methanone COCC1=CC(=NO1)C1=NN=C2N1N=C(C1=CC=CC=C21)OCC2=CC=C(C=N2)C(=O)N2CCC1(COC1)CC2